Methyl 2-[6-(5-amino-4-cyano-1-isopropylpyrazol-3-yl)pyridin-3-yl]propanoate NC1=C(C(=NN1C(C)C)C1=CC=C(C=N1)C(C(=O)OC)C)C#N